ClC=1C(=C2N=C(N=C3C2=C(OC(C2C4CCC(CN32)N4C(=O)[O-])CCC)N1)S(=O)C)F 2-chloro-1-fluoro-12-(methylsulfinyl)-5-propyl-5a,6,7,8,9,10-hexahydro-5H-4-oxa-3,10a,11,13,14-pentaaza-6,9-methanonaphtho[1,8-ab]heptalene-14-carboxylate